C(#N)C=1C=NC2=CC(=C(C=C2C1NC1=C(C=C(C(=C1)OC)Cl)Cl)OC)OCCCN1CCN(CC1)C(CCCCCCCCC(=O)NC1=C2CN(C(C2=CC=C1)=O)C1C(NC(CC1)=O)=O)=O 10-(4-(3-((3-cyano-4-((2,4-dichloro-5-methoxyphenyl)amino)-6-methoxyquinolin-7-yl)oxy)propyl)piperazin-1-yl)-N-(2-(2,6-dioxopiperidin-3-yl)-1-oxoisoindolin-4-yl)-10-oxodecanamide